BrC=1C=CC2=C(CN(S2(=O)=O)C(C)C2COCC2)C1F 5-bromo-4-fluoro-2-(1-(tetrahydrofuran-3-yl)ethyl)-2,3-dihydrobenzo[d]isothiazole 1,1-dioxide